ClC1=CC=2N(C=C1)C=NC2C(C(=O)NC2=NC=NC(=C2)NCC=2N=C1N(C=C(C=C1)C1CC1)C2)C 2-(7-chloroimidazo[1,5-a]pyridin-1-yl)-N-(6-(((6-cyclopropylimidazo[1,2-a]pyridin-2-yl)methyl)amino)pyrimidin-4-yl)propanamide